cetyl isooctanoate (cetyl 2-ethylhexanoate) C(CCCCCCCCCCCCCCC)C(C(=O)O)(CCCC)CC.C(CCCCC(C)C)(=O)OCCCCCCCCCCCCCCCC